C1(=CC(=CC=C1)C=1C(=O)NC(C1)=O)C=1C(=O)NC(C1)=O m-PhenyleneDimaleimide